(2S,2'S)-diisopropyl dipropionate C(CC)(=O)OC(C)C.C(CC)(=O)OC(C)C